O1CC(CC1)NC(=O)N1CCNC2=CC=CC=C12 N-(tetrahydrofuran-3-yl)-3,4-dihydroquinoxaline-1(2H)-carboxamide